C(C1=CC=CC=C1)N1CC=C(C2=CC=CC=C12)C1=CC(=CC(=C1)F)F 1-benzyl-4-(3,5-difluorophenyl)quinolin